NC1=NC(=CC(=N1)N1CCC2(C[C@H](NC2)C(=O)OCC)CC1)O[C@@H](C(F)(F)F)C1=C(C=C(C=C1)Cl)C1=CC(=CC=C1)CO (S)-ethyl 8-(2-amino-6-((R)-1-(5-chloro-3'-(hydroxymethyl)-[1,1'-biphenyl]-2-yl)-2,2,2-trifluoroethoxy)pyrimidin-4-yl)-2,8-diazaspiro[4.5]decane-3-carboxylate